3,3'-(ethane-1,2-diylbis(oxy))dipropionic acid bis(perfluorophenyl) ester FC1=C(C(=C(C(=C1F)F)F)F)OC(CCOCCOCCC(=O)OC1=C(C(=C(C(=C1F)F)F)F)F)=O